ethyl 2-hydroxy-2-(1-methyl-1H-imidazol-2-yl)-3-nitropropanoate OC(C(=O)OCC)(C[N+](=O)[O-])C=1N(C=CN1)C